2-methyl-N-(1-methylpiperidin-4-yl)-5-((4-(trifluoromethyl)benzyl)oxy)benzofuran-3-carboxamide CC=1OC2=C(C1C(=O)NC1CCN(CC1)C)C=C(C=C2)OCC2=CC=C(C=C2)C(F)(F)F